(S)-1-cyclohexylethylamine C1(CCCCC1)[C@H](C)N